[(1S)-1-(3-isothiocyanatophenyl)-2-(1-pyrrolidinyl)ethyl]acetamide N(=C=S)C=1C=C(C=CC1)[C@@H](CN1CCCC1)CC(=O)N